Pyrimidin-1-ium-3-ium [NH+]1=C[NH+]=CC=C1